1-cyclopropyl-7-(4-((5-(3,5-dichlorobenzylideneamino)-2-thioxo-1,3,4-thiadiazol-3(2H)-yl)methyl)piperazin-1-yl)-6-fluoro-4-oxo-1,4-dihydroquinoline-3-carboxylic acid C1(CC1)N1C=C(C(C2=CC(=C(C=C12)N1CCN(CC1)CN1C(SC(=N1)N=CC1=CC(=CC(=C1)Cl)Cl)=S)F)=O)C(=O)O